[Si](C)(C)(C(C)(C)C)OC1=CC=C(C=C1)C1=C(C(=NO1)C)COC1OCCCC1 5-(4-((tert-butyldimethylsilyl)oxy)phenyl)-3-methyl-4-(((tetrahydro-2H-pyran-2-yl)oxy)methyl)isoxazole